N-[(1S)-cyano-2-(5-cyano-2-trifluoromethyl-phenoxy)-1-methyl-ethyl]-4-trifluoromethylsulfanyl-benzamide C(#N)[C@](COC1=C(C=CC(=C1)C#N)C(F)(F)F)(C)NC(C1=CC=C(C=C1)SC(F)(F)F)=O